CC=CC(=O)C The molecule is an enone that is pent-2-ene in which the two methylene hydrogens have been replaced by an oxo group. It has a role as an EC 1.14.13.39 (nitric oxide synthase) inhibitor, a human urinary metabolite, a biomarker, a plant metabolite and a mouse metabolite.